(2R,6R)-4-[(1R)-1-(5-fluoropyrimidin-2-yl)-3-methoxypropyl]-6-methyl-1-(2-methylpropanoyl)-N-{[4-(pyrimidin-2-yl)phenyl]methyl}piperazine-2-carboxamid FC=1C=NC(=NC1)[C@@H](CCOC)N1C[C@@H](N([C@@H](C1)C)C(C(C)C)=O)C(=O)NCC1=CC=C(C=C1)C1=NC=CC=N1